tert-butyl 3,6-dichloropyridazine-4-carboxylate ClC=1N=NC(=CC1C(=O)OC(C)(C)C)Cl